3-(4-{2-Butyl-1-[4-(4-chloro-phenoxy)-phenyl]-1H-imidazol-4-yl}-phenoxy)-propan-1-ol C(CCC)C=1N(C=C(N1)C1=CC=C(OCCCO)C=C1)C1=CC=C(C=C1)OC1=CC=C(C=C1)Cl